3-(4-(((tetrahydro-2H-pyran-2-yl)oxy)methyl)bicyclo[2.1.1]hexane-1-yl)-1H-pyrazole-5-carbaldehyde O1C(CCCC1)OCC12CCC(C1)(C2)C2=NNC(=C2)C=O